The molecule is a glycoside consisting of an alpha-L-rhamnosyl residue glycosidically linked to an 8-hydrazinocarbonyloctyl group and which carries at O-2 a methyl substituent. It is a glycoside and a carbohydrazide. It derives from an alpha-L-rhamnopyranose. C[C@H]1[C@@H]([C@H]([C@H]([C@@H](O1)OCCCCCCCCC(=O)NN)OC)O)O